N,N-dimethyltetradecane-1-amine CN(CCCCCCCCCCCCCC)C